(S,E)-N-((5-bromopyridin-2-yl)methylene)-2-methylpropane-2-sulfinamide BrC=1C=CC(=NC1)\C=N\[S@@](=O)C(C)(C)C